BrC=1SC2=C(N1)C=C(C=C2)N 2-bromobenzo[d]thiazol-5-amine